(2S,3S)-2,3-bis(benzoyloxy)-butanedioic acid C(C1=CC=CC=C1)(=O)O[C@H](C(=O)O)[C@@H](C(=O)O)OC(C1=CC=CC=C1)=O